CC(C)C1=CC=C(C=C1)C(=O)[O-] p-cumate